(5S,8S)-N-(3-chloro-2,4-difluorobenzyl)-5-fluoro-8-hydroxy-8-(hydroxymethyl)-5,6,7,8-tetrahydroquinoline-5-carboxamide ClC=1C(=C(CNC(=O)[C@]2(C=3C=CC=NC3[C@@](CC2)(CO)O)F)C=CC1F)F